N[C@H]1CS(C2=C(N(C1=O)CC1=CC=C(C=C1)Cl)C=C(C(=C2)F)C=2OC(=NN2)NC2CCN(CC2)C2CC2)(=O)=O (3R)-3-amino-5-[(4-chlorophenyl)methyl]-7-[5-[(1-cyclopropyl-4-piperidyl)amino]-1,3,4-oxadiazol-2-yl]-8-fluoro-1,1-dioxo-2,3-dihydro-1lambda6,5-benzothiazepin-4-one